3-[2-[(Z)-5-[3-(Benzenesulfonamido)phenyl]pent-4-enoxy]phenyl]propanoic acid C1(=CC=CC=C1)S(=O)(=O)NC=1C=C(C=CC1)\C=C/CCCOC1=C(C=CC=C1)CCC(=O)O